The molecule is a member of the class of quinoline N-oxides that is 4-hydroxy-2-methyl-3-oxo-3,4-dihydroquinoline-1-oxide carrying an additional (2E,6E)-farnesyl group at position 4. It has a role as a bacterial metabolite. It is a quinoline N-oxide, an olefinic compound, a tertiary alcohol, a cyclic ketone and a tertiary alpha-hydroxy ketone. CC1=[N+](C2=CC=CC=C2C(C1=O)(C/C=C(\\C)/CC/C=C(\\C)/CCC=C(C)C)O)[O-]